FC(C(=O)O)(F)F.S1C=NC2=C1N=CS2 [1,3]thiazolo[5,4-d][1,3]thiazole trifluoroacetate